(4-((4-(methylamino)-5-(trifluoromethyl)pyrimidin-2-yl)amino)-1H-indazol-1-yl)(morpholino)methanone CNC1=NC(=NC=C1C(F)(F)F)NC1=C2C=NN(C2=CC=C1)C(=O)N1CCOCC1